C(C)(C)(C)C=1C=C(C=C(C1O)C(C)(C)C)C(C(=O)C1=CC(=C(C=C1)OC)OC)C1=CC=CC=C1 2-(3,5-di-tert-butyl-4-hydroxyphenyl)-1-(3,4-dimethoxyphenyl)-2-phenylethan-1-one